tert-butyl (5-vinyl-1H-indol-3-yl)carbamate C(=C)C=1C=C2C(=CNC2=CC1)NC(OC(C)(C)C)=O